ClC1=CC=C(S1)C1=C(NC2=C1C(N(C=C2)C)=O)C2=CC(=NC=C2)NC(C(C)C2=CC=C(C=C2)F)=O N-{4-[3-(5-chloro-2-thienyl)-5-methyl-4-oxo-4,5-dihydro-1H-pyrrolo[3,2-c]pyridin-2-yl]pyridin-2-yl}-2-(4-fluorophenyl)propanamide